NC1=NN2C(N=CC=C2)=C1C(=O)NC(C)C1=CC(=C2C=NN(C2=C1C1=CC=CC=C1)CC1=NN(C=C1)C)Cl 2-amino-N-(1-(4-chloro-1-((1-methyl-1H-pyrazol-3-yl)methyl)-7-phenyl-1H-indazol-6-yl)ethyl)pyrazolo[1,5-a]pyrimidine-3-carboxamide